5-(4-(3-butyramidobenzyl)piperazin-1-yl)-N-methyl-6-(trifluoromethyl)picolinamide C(CCC)(=O)NC=1C=C(CN2CCN(CC2)C=2C=CC(=NC2C(F)(F)F)C(=O)NC)C=CC1